C(C)(=O)C=1C(=C(C=O)C(=C(C1Cl)C(C)=O)Cl)Cl 3,5-diacetyl-2,4,6-trichlorobenzaldehyde